FC([C@H]1C[C@H](CC1)NC(N)=O)(F)F 3-[(1s,3r)-3-(trifluoromethyl)cyclopentyl]urea